CC1=C(C(=O)C=2C(=C(C=CC2)P([O-])=O)C(C2=C(C=C(C=C2C)C)C)=O)C(=CC(=C1)C)C bis(2,4,6-trimethylbenzoyl)-phenylphosphinate